Cl.Cl.C12CNCC(CC1)N2C2=CC=C(C=N2)C=2C=1N(C=C(C2)C=2C=NN(C2)C)N=CC1Cl 4-(6-(3,8-diazabicyclo[3.2.1]oct-8-yl)pyridin-3-yl)-3-chloro-6-(1-methyl-1H-pyrazol-4-yl)pyrazolo[1,5-a]pyridine dihydrochloride